BrC=1C=C(C=CC1)C1(CC(C1)C#N)CN1N=NC=C1C 3-(3-bromophenyl)-3-((5-methyl-1H-1,2,3-triazol-1-yl)methyl)cyclobutanecarbonitrile